C1(=CC=C(C=C1)C=1C=C2C=C(NC2=CC1)C(=O)O)C1=CC=CC=C1 5-([1,1'-biphenyl]-4-yl)-1H-indole-2-carboxylic acid